N-(2-fluoro-4-(hydrazinecarbonyl)benzyl)ethane-1-sulfonamide FC1=C(CNS(=O)(=O)CC)C=CC(=C1)C(=O)NN